(E)-7-((4-(9-methoxy-3,4-dihydropyrazino[1,2-a]indol-2(1H)-yl)but-2-en-1-yl)oxy)-3,4-dihydroquinolin-2(1H)-one COC=1C=2C=C3N(C2C=CC1)CCN(C3)C/C=C/COC3=CC=C1CCC(NC1=C3)=O